1-(5-(4-(trifluoromethyl)benzyl)octahydro-pyrrolo[3,4-c]pyrrole-2-carbonyl)-1H-pyrazole-3-carboxylic acid FC(C1=CC=C(CN2CC3C(C2)CN(C3)C(=O)N3N=C(C=C3)C(=O)O)C=C1)(F)F